CC1=C(C=C(C(=N1)OCC1=CC=C(C=C1)C(F)(F)F)C#N)C(=O)N1CCC(CC1)C1=NOC(=N1)C 6-Methyl-5-[4-(5-methyl-1,2,4-oxadiazol-3-yl)piperidine-1-carbonyl]-2-[[4-(trifluoromethyl)phenyl]methoxy]pyridine-3-carbonitrile